5-bromo-4-chloro-2-nitro-benzaldehyde BrC=1C(=CC(=C(C=O)C1)[N+](=O)[O-])Cl